The molecule is a 2',3'-cyclic purine nucleotide in which guanosine is used as the parent nucleoside. It has a role as an Escherichia coli metabolite. It is a conjugate acid of a 2',3'-cyclic GMP(1-). C1=NC2=C(N1[C@H]3[C@H]4[C@@H]([C@H](O3)CO)OP(=O)(O4)O)N=C(NC2=O)N